(S)-6-(2-amino-6-fluoro-5-(3-(1-methylpyrrolidin-2-yl)phenyl)pyridin-3-yl)-7-fluoro-3,4-dihydroisoquinolin-1(2H)-one NC1=NC(=C(C=C1C=1C=C2CCNC(C2=CC1F)=O)C1=CC(=CC=C1)[C@H]1N(CCC1)C)F